FC1=CC(=C(C=C1)N1CCCC1)[N+](=O)[O-] 1-(4-fluoro-2-nitrophenyl)pyrrolidine